Cl.FC(OC=1C2=C(N=C(N1)OC)CNC2)F 4-(difluoromethoxy)-2-methoxy-6,7-dihydro-5H-pyrrolo[3,4-d]pyrimidine hydrochloride